6-[(2R)-3-(3,4-Dihydro-1H-isochinolin-2-yl)-2-hydroxypropyl]-2-[[1-[(2R)-2-hydroxypropyl]-4-piperidyl]oxy]-7,8-dihydro-1,6-naphthyridin-5-on C1N(CCC2=CC=CC=C12)C[C@H](CN1C(C=2C=CC(=NC2CC1)OC1CCN(CC1)C[C@@H](C)O)=O)O